N-(trans-1-(1-(4-fluorophenyl)imidazo[1,5-a]pyridin-6-yl)-5-oxo-2-phenylpyrrolidin-3-yl)cyclopropanecarboxamide FC1=CC=C(C=C1)C=1N=CN2C1C=CC(=C2)N2[C@H]([C@@H](CC2=O)NC(=O)C2CC2)C2=CC=CC=C2